[2-({[(2e,6s)-2,6-dimethyl-7-(2-oxiranyl)-2-heptenyl]oxy}methoxy)ethyl]-(trimethyl)silane C/C(/COCOCC[Si](C)(C)C)=C\CC[C@@H](CC1OC1)C